N1(CCNCC1)C1=CC2=C(NC(=N2)C=2C(=NC(=NC2)NCCC)N[C@H]2CNCCC2)C=C1 (R)-5-(5-(piperazin-1-yl)-1H-benzo[d]imidazol-2-yl)-N4-(piperidin-3-yl)-N2-propylpyrimidine-2,4-diamine